molybdenum oxide dioctyl-dithiocarbamate C(CCCCCCC)N(C([S-])=S)CCCCCCCC.[Mo+2]=O.C(CCCCCCC)N(C([S-])=S)CCCCCCCC